4-methyl-5-(quinolin-5-yl)-N-(2-(trifluoromethyl)pyridin-4-yl)-4,5-dihydropyrimidine-2-carboxamide CC1N=C(N=CC1C1=C2C=CC=NC2=CC=C1)C(=O)NC1=CC(=NC=C1)C(F)(F)F